tert-butyl (1,3-bis(benzyloxy)-2-((benzyloxy)methyl)propan-2-yl)carbamate C(C1=CC=CC=C1)OCC(COCC1=CC=CC=C1)(COCC1=CC=CC=C1)NC(OC(C)(C)C)=O